ethyl 4-(2,5-difluorobenzamido)-1-(5-(6-ethoxy-1H-pyrazolo[3',4':3,4]pyrazolo[1,5-a]pyridin-4-yl)pyridin-2-yl)piperidine-4-carboxylate FC1=C(C(=O)NC2(CCN(CC2)C2=NC=C(C=C2)C=2C=3N(C=C(C2)OCC)N=C2C3C=NN2)C(=O)OCC)C=C(C=C1)F